Cl.N=1N=C(C2=CC3C(CC12)=C3)C(=O)N 4ah,6h-cyclopropa[f]Indazole-3-carboxamide hydrochloride